1-(4-methoxyphenyl)hexan-1-ol COC1=CC=C(C=C1)C(CCCCC)O